ClC1=C(C=CC=C1)N1C=2N(C3=C(C1=O)C=NC(=N3)NC3=CC=C1C4(CN(CC1=C3)C)CC4)C=CN2 6-(2-chlorophenyl)-2-[(2'-methyl-2',3'-dihydro-1'H-spiro[cyclopropane-1,4'-isoquInolIn]-7'-yl)amino]imidazo[1,2-a]pyrimido[5,4-e]pyrimidin-5(6H)-one